3-(3-(4-Fluorophenyl)-4-oxo-3,4-dihydrophthalazin-1-yl)-N-hydroxybenzamide FC1=CC=C(C=C1)N1N=C(C2=CC=CC=C2C1=O)C=1C=C(C(=O)NO)C=CC1